[2-(4-Cyanophenyl)-2-hydroxy-propyl]acetate C(#N)C1=CC=C(C=C1)C(COC(C)=O)(C)O